FC=1C=C2C(=NC(=NC2=C(C1C1=C2C=NN(C2=CC(=C1C(F)(F)F)C)C1OCCCC1)F)SC)N1CC2CCC(C1)N2C(=O)OC(C)(C)C Tert-butyl 3-(6,8-difluoro-7-(6-methyl-1-(tetrahydro-2H-pyran-2-yl)-5-(trifluoromethyl)-1H-indazol-4-yl)-2-(methylthio)quinazolin-4-yl)-3,8-diazabicyclo[3.2.1]octane-8-carboxylate